ClC1=C(C#N)C=CC(=C1)N1CC2(C[C@@H]1C)CCN(CC2)C2=CC=C(C=C2)C(=O)N2CCC(CC2)CN2CCN(CC2)C2=CC(=CC=C2)NC2C(NC(CC2)=O)=O 2-Chloro-4-((3S)-8-(4-(4-((4-(3-((2,6-dioxopiperidin-3-yl)amino)phenyl)piperazin-1-yl)methyl)piperidine-1-carbonyl)phenyl)-3-methyl-2,8-diazaspiro[4.5]decan-2-yl)benzonitrile